1-(4-(6-(benzyloxy)-2-phenyl-3,4-dihydronaphthalen-1-yl)-2-fluoro-5-methoxyphenyl)-4-(dimethoxymethyl)piperidine C(C1=CC=CC=C1)OC=1C=C2CCC(=C(C2=CC1)C1=CC(=C(C=C1OC)N1CCC(CC1)C(OC)OC)F)C1=CC=CC=C1